C12(CCC(CC1)C2)[Rh] (norbornyl)rhodium (I)